2-(4-chlorophenylmethyl)-3-(4-chlorophenyl)-6-(2-hydroxypropan-2-yl)-3-((1-((2-(trimethylsilyl)ethoxy)methyl)-1H-pyrazol-4-yl)methoxy)isoindolin-1-one ClC1=CC=C(C=C1)CN1C(C2=CC(=CC=C2C1(OCC=1C=NN(C1)COCC[Si](C)(C)C)C1=CC=C(C=C1)Cl)C(C)(C)O)=O